CC1(OB(OC1(C)C)B1OC(C(O1)(C)C)(C)C)C 4,4,5,5-tetramethyl-2-(tetramethyl-1,3,2-dioxaborolan-2-yl)-1,3,2-dioxaborolane